1-(5-Aminopyridin-2-yl)-N-(3-methoxyphenyl)-N-methyl-1H-indol-5-amine NC=1C=CC(=NC1)N1C=CC2=CC(=CC=C12)N(C)C1=CC(=CC=C1)OC